C(C)OC1=CC(=NC=C1)CN1C(O[C@]2(C1)C[C@@](CCC2)(C)CN2C=NC1=C2C=C(C=C1)C#N)=O 1-(((5S,7S)-3-((4-ethoxypyridin-2-yl)methyl)-7-methyl-2-oxo-1-oxa-3-azaspiro[4.5]decane-7-yl)methyl)-1H-benzo[d]imidazole-6-carbonitrile